(2-(aminomethyl)-5-fluorophenyl)-4-chlorobutan-2-one NCC1=C(C=C(C=C1)F)CC(CCCl)=O